(2-chloro-5-methoxyphenyl)(4-{[2-(4-chlorophenyl)imidazo[1,2-a]pyridin-3-yl]methyl}piperazin-1-yl)methanone ClC1=C(C=C(C=C1)OC)C(=O)N1CCN(CC1)CC1=C(N=C2N1C=CC=C2)C2=CC=C(C=C2)Cl